OCC1=CC=C(C=N1)C=O 6-(hydroxymethyl)pyridine-3-carbaldehyde